2-amino-3-phenylpropionic acid ethyl ester hydrochloride Cl.C(C)OC(C(CC1=CC=CC=C1)N)=O